FC(C1=NN=C2N1CCN=C2)(F)F 3-(trifluoromethyl)-5,6-dihydro[1,2,4]triazolo[4,3-a]pyrazin